ClC=1C=2C(N=C3N(C2C=CC1)C=1CCC(=CC1C31CCCCC1)N1CCC(CC1)C=O)=O 1-(4'-chloro-5'-oxo-10',11'-dihydro-5'H-spiro[cyclohexane-1,7'-indolo[1,2-a]quinazolin]-9'-yl)piperidine-4-carbaldehyde